3-(4-Chloro-2-fluorophenyl)-5-methyl-6-(trifluoromethyl)pyrimidine-2,4(1H,3H)-dione ClC1=CC(=C(C=C1)N1C(NC(=C(C1=O)C)C(F)(F)F)=O)F